CC(C)(OC(=O)NC12CC(C1)(C2)C(=O)[O-])C 3-[[(1,1-dimethylethoxy)carbonyl]amino]bicyclo[1.1.1]pentane-1-carboxylate